O[C@H]([C@H](C(=O)OCC)OS(=O)(=O)C1=CC=C(C=C1)[N+](=O)[O-])C1=CC=CC=C1 ethyl (2R,3S)-3-hydroxy-2-(((4-nitrophenyl) sulfonyl) oxy)-3-phenylpropionate